3-(2-{2-[(dimethylamino)methyl]-2,3-dihydro-1,4-benzodioxin-6-ylamino}-4-pyrimidinylamino)-8-fluoro-1,2-dihydro-2-quinolinone CN(C)CC1COC2=C(O1)C=CC(=C2)NC2=NC=CC(=N2)NC=2C(NC1=C(C=CC=C1C2)F)=O